CC=1C=CC=C2C(=NN(C12)C1CN(CC1)C(C=C)=O)C1=CC=C(C=C1)C(F)(F)F 1-(3-(7-methyl-3-(4-(trifluoromethyl)phenyl)-1H-indazol-1-yl)pyrrolidin-1-yl)prop-2-en-1-one